CN1N=CC(=C1)C=1C=C2C=C(N=CC2=CC1)N 6-(1-methyl-1H-pyrazol-4-yl)isoquinolin-3-amine